CC1=C(C=CC=C1N(C=O)C)B(O)O 2-methyl-3-(N-methylformamido)phenylboronic acid